C(C)OC(CC(=O)C1=CC(=NC=C1)SC)=O 3-(2-methylthiopyridin-4-yl)-3-oxo-propionic acid ethyl ester